ClC1=C(C=CC=C1)N1CCN(CC1)C1=C(C(OC(=C1)C1=CC=C(C=C1)[N+](=O)[O-])=O)C#N 4-(4-(2-chlorophenyl)piperazin-1-yl)-6-(4-nitrophenyl)-2-oxo-2H-pyran-3-carbonitrile